C(C1=CC=CC=C1)OC=1C(=C(C(=O)OC)C=C(C1OCC1=CC=CC=C1)OC(F)F)F methyl 3,4-bis(benzyloxy)-5-(difluoromethoxy)-2-fluorobenzoate